2-(5-(1-acryloylazetidin-3-yl)-2-(3-hydroxynaphthalen-1-yl)-1H-indol-1-yl)acetamide C(C=C)(=O)N1CC(C1)C=1C=C2C=C(N(C2=CC1)CC(=O)N)C1=CC(=CC2=CC=CC=C12)O